C(C1=CC=CC=C1)(=O)OC1=C(C=C(C=C1)C(C)(C)C)C(C)(C)C 2,4-di-tert-butylphenyl benzoate